N1=NC(=CC=C1)C1=C(OC(=C1)[N+](=O)[O-])C(=O)N (pyridazin-3-yl)-5-nitrofuran-2-carboxamide